NC1=C(C(=NC=N1)C1=CC(=C(CNC(=O)C=2N=NN(C2)C(C)(C)C)C=C1)C)OCCN(C(C=C)=O)C N-(4-(6-amino-5-(2-(N-methylacrylamido)ethoxy)pyrimidin-4-yl)-2-methylbenzyl)-1-(tert-butyl)-1H-1,2,3-triazole-4-carboxamide